(3-(1H-pyrrol-1-yl)bicyclo[1.1.1]pent-1-yl)carbamic acid tert-butyl ester C(C)(C)(C)OC(NC12CC(C1)(C2)N2C=CC=C2)=O